2'-(((1-(4-fluorobenzyl)-1H-pyrazol-4-yl)methyl)amino)-5',8'-dimethyl-5',8'-dihydro-6'H-spiro[cyclopropane-1,7'-pteridine]-6'-one FC1=CC=C(CN2N=CC(=C2)CNC2=NC=3N(C4(C(N(C3C=N2)C)=O)CC4)C)C=C1